FC(OC=1C=C(C=CC1)[C@@H]1[C@H](C1)C=1C=2N(N=C(C1)C=1C(NC(NC1)=O)=O)C=CN2)(F)F 5-(8-((1S,2S)-2-(3-(trifluoromethoxy)phenyl)cyclopropyl)imidazo[1,2-b]pyridazin-6-yl)pyrimidine-2,4(1H,3H)-dione